ethyl 2-[7-(tert-butoxycarbonylamino)-1-oxo-isoindolin-2-yl]acetate C(C)(C)(C)OC(=O)NC=1C=CC=C2CN(C(C12)=O)CC(=O)OCC